Tetrabutylacetic acid C(CCC)OC(C(CCCC)(CCCC)CCCC)=O